(S)-2-((R)-2,5-dioxo-3-propylpyrrolidin-1-yl)butyramide O=C1N(C(C[C@H]1CCC)=O)[C@H](C(=O)N)CC